Benzo[b]selenophene-4,7-dione [Se]1C2=C(C=C1)C(C=CC2=O)=O